tert-Butyl 4-[4-[3-cyano-5-[2-cyclopropyl-1-(2-pyridyl)ethoxy]imidazo[1,2-a]pyridin-7-yl]-5-methyl-triazol-1-yl]piperidine-1-carboxylate C(#N)C1=CN=C2N1C(=CC(=C2)C=2N=NN(C2C)C2CCN(CC2)C(=O)OC(C)(C)C)OC(CC2CC2)C2=NC=CC=C2